N-(2-(4-(4-acetylpiperazine-1-yl)piperidine-1-yl)-5-((6-((R)-3-(3,4-difluorophenyl)isoxazolidine-2-yl)pyrimidine-4-yl)amino)-4-methoxyphenyl)acrylamide C(C)(=O)N1CCN(CC1)C1CCN(CC1)C1=C(C=C(C(=C1)OC)NC1=NC=NC(=C1)N1OCC[C@@H]1C1=CC(=C(C=C1)F)F)NC(C=C)=O